tert-amylperoxyisopropyl monocarbonate C(OC(C)(C)OOC(C)(C)CC)([O-])=O